Tert-butyl 2-(4-(4-fluorobenzyl)-2-(2-isopropylphenyl)-6-oxopiperazin-1-yl)-7-azaspiro[3.5]Nonane-7-carboxylate FC1=CC=C(CN2CC(N(C(C2)=O)C2CC3(C2)CCN(CC3)C(=O)OC(C)(C)C)C3=C(C=CC=C3)C(C)C)C=C1